octamethylenedibiguanide N(C(=N)NC(=N)N)CCCCCCCCNC(=N)NC(=N)N